methyl 2-((4-(4-((((R)-1-(2-chlorophenyl)ethoxy)carbonyl)amino)-3-methylisoxazol-5-yl)phenoxy)methyl)cyclohexane-1-carboxylate ClC1=C(C=CC=C1)[C@@H](C)OC(=O)NC=1C(=NOC1C1=CC=C(OCC2C(CCCC2)C(=O)OC)C=C1)C